C1(=CC=CC=C1)[C@@H](C)NCC1=CC=CC2=CC=CC=C12 N-[(1R)-1-phenylethyl]-1-naphthylmethylamine